4-(6-(3,8-diazabicyclo[3.2.1]oct-3-yl)pyridin-3-yl)-2-(1-methyl-1H-pyrazol-4-yl)-1H-pyrrole C12CN(CC(CC1)N2)C2=CC=C(C=N2)C=2C=C(NC2)C=2C=NN(C2)C